2,3-dimethyl-4-(3-(vinylsulfonylamino)piperidin-1-yl)-1H-indole-7-carboxamide CC=1NC2=C(C=CC(=C2C1C)N1CC(CCC1)NS(=O)(=O)C=C)C(=O)N